ClC=1C(NC=CC1Cl)=O 3,4-dichloropyridin-2(1H)-one